ethyl 7-chloro-1-methyl-2-phenylpyrrolo[3,2-b]pyridine-3-carboxylate ClC1=C2C(=NC=C1)C(=C(N2C)C2=CC=CC=C2)C(=O)OCC